ClC1=CC=C(C(=N1)CCl)C 6-chloro-2-(chloromethyl)-3-methyl-pyridine